((2R,3S,5R)-2-ethynyl-5-(2-fluoro-6-tetradecan-amido-9H-purin-9-yl)-3-hydroxy-tetra-hydrofuran-2-yl)methyl decanoate C(CCCCCCCCC)(=O)OC[C@]1(O[C@H](C[C@@H]1O)N1C2=NC(=NC(=C2N=C1)NC(CCCCCCCCCCCCC)=O)F)C#C